4-[(5R)-3-bromo-4,5-dihydroisoxazol-5-yl]-2-(1-methylimidazol-4-yl)-N-[[4-(trifluoromethyl)phenyl]methyl]aniline BrC1=NO[C@H](C1)C1=CC(=C(NCC2=CC=C(C=C2)C(F)(F)F)C=C1)C=1N=CN(C1)C